BrC1=CC=C2C=3C=CC(=CC3C(C2=C1)(CCC)CCC)C1=CC=2N(C3=CC=CC=C3C2C=C1)C1=CC=CC=C1 2-(7-bromo-9,9-dipropyl-9H-fluoren-2-yl)-9-phenyl-9H-carbazole